C1(=CC=CC=C1)C1=CC=CC=C1.[Br] bromine [1,1'-biphenyl]